(1-(4-(6,7-dimethoxyquinolin-4-yl)piperazin-1-yl)cyclopropyl)methylamine COC=1C=C2C(=CC=NC2=CC1OC)N1CCN(CC1)C1(CC1)CN